C(C)(C)(C)OC(=O)N1C[C@@H]2C([C@@H]2C1)(C#N)N1C(=CC2=CC(=CC=C12)C1CCOCC1)C(=O)OCC ethyl 1-[(1R,5S,6S)-3-[(tert-butoxy) carbonyl]-6-cyano-3-azabicyclo[3.1.0]hexan-6-yl]-5-(oxan-4-yl)-1H-indole-2-carboxylate